2-(2-(difluoromethyl)phenyl)-9-(4-(1-methyl-4-(trifluoromethyl)-1H-imidazol-2-yl)benzyl)-7,9-dihydro-8H-purin-8-one FC(C1=C(C=CC=C1)C1=NC=C2NC(N(C2=N1)CC1=CC=C(C=C1)C=1N(C=C(N1)C(F)(F)F)C)=O)F